ClC1=NC(=C(C(=N1)N1CC2(CN(C2)C(=O)OC(C)(C)C)CC1)[N+](=O)[O-])CC1(CCCC2=CC=CC=C12)C(=O)OC tert-butyl 6-(2-chloro-6-((1-(methoxycarbonyl)-1,2,3,4-tetrahydronaphthalen-1-yl) methyl)-5-nitropyrimidin-4-yl)-2,6-diazaspiro[3.4]octane-2-carboxylate